NC=1C=C(C=CC1)N1C(OCC1)=O 3-(3-aminophenyl)oxazolidine-2-one